2-cyano-N-(2-methoxy-4-(2-(4-morpholinophenyl-amino)pyrimidin-4-yl)phenyl)acetamide C(#N)CC(=O)NC1=C(C=C(C=C1)C1=NC(=NC=C1)NC1=CC=C(C=C1)N1CCOCC1)OC